1'-(tert-butyl) 6-methyl 2-methyl-3',6'-dihydro-[3,4'-bipyridine]-1',6(2'H)-dicarboxylate CC1=NC(=CC=C1C=1CCN(CC1)C(=O)OC(C)(C)C)C(=O)OC